FC1=CC=C(C=C1)/C(=C/C=O)/C#CC(C#CC1=CC=CC=C1)(C1=CC=CC=C1)O (Z)-3-(4-fluorophenyl)-6-hydroxy-6,8-diphenyloctane-2-en-4,7-diyne-1-al